C1=CC=C2C(=C1)C(=O)N(C2=O)CC(=O)OC3=CC=C(C=C3)[N+](=O)[O-] The molecule is a carboxylic ester obtained by formal condensation of the carboxy group of phthalimidoacetic acid with the phenolic hydroxy group of 4-nitrophenol. It is a C-nitro compound, a carboxylic ester and a member of phthalimides. It derives from a 4-nitrophenol, a glycine and a phthalimide.